3-(butylamino)-4-phenoxy-5-sulfamoylbenzoic acid C(CCC)NC=1C=C(C(=O)O)C=C(C1OC1=CC=CC=C1)S(N)(=O)=O